C(#N)C1=C(C=CC(=C1)C(F)(F)F)N1CCC(CC1)(C(=O)N[C@@H]1CN(CC1)C)C=1C=NC(=CC1)C1=C(OC=C1)C 1-[2-cyano-4-(trifluoromethyl)phenyl]-4-[6-(2-methylfuran-3-yl)pyridin-3-yl]-N-[(3S)-1-methylpyrrolidin-3-yl]piperidine-4-carboxamide